[Na].[C-]1(C=CC=C1)C(=O)Cl.[CH-]1C=CC=C1.[Fe+2] ferrocenemono-formyl chloride sodium